N[C@H](C(=O)NC=1SC=C(N1)C1=NC(=CC=C1)N1C[C@@H](O[C@@H](C1)C)C)COC (S)-2-amino-N-(4-(6-((2S,6R)-2,6-dimethylmorpholino)pyridin-2-yl)thiazol-2-yl)-3-methoxypropanamide